C1(CC1)N(C(=O)C1=NC=C(C=C1C)C1=NOC(C1)(C(F)(F)F)C1=CC(=C(C(=C1)C(F)(F)F)Cl)Cl)C1CSC1 N-cyclopropyl-5-(5-(3,4-dichloro-5-(trifluoromethyl)phenyl)-5-(trifluoromethyl)-4,5-dihydroisoxazol-3-yl)-3-methyl-N-(thietane-3-yl)pyridineamide